n-undecyl-benzene C(CCCCCCCCCC)C1=CC=CC=C1